Tetraiodine C1=CI=II=I1